(3S,5R)-5-[[5-(4-Chloro-2-hydroxy-6-methyl-phenyl)oxazolo[4,5-b]pyridin-2-yl]amino]-1-methyl-piperidin-3-ol ClC1=CC(=C(C(=C1)C)C1=CC=C2C(=N1)N=C(O2)N[C@@H]2C[C@@H](CN(C2)C)O)O